OCC1=NOC(=C1)C(C(=O)OC)C(C)C methyl 2-(3-(hydroxymethyl) isoxazol-5-yl)-3-methylbutanoate